C(C=C)(=O)N1C[C@@H](N(C[C@H]1C)C=1C2=C(N(C(N1)=O)C=1C(=NC=CC1SC)C(C)C)N=C(C(=C2)Cl)C2=C(C=CC=C2C(F)(F)F)F)C (2S,5R)-(4-Acryloyl-2,5-dimethylpiperazin-1-yl)-6-chloro-7-(2-fluoro-6-(trifluoromethyl)phenyl)-1-(2-isopropyl-4-(methylthio)pyridin-3-yl)pyrido[2,3-d]pyrimidin-2(1H)-one